3-{2-acetamidoimidazo[1,2-b]pyridazin-6-yl}-2,4,5-trifluoro-N-{[2-fluoro-5-(trifluoromethyl)phenyl]methyl}benzamide guanosine-3'-phosphate P(=O)(O)(O)O[C@H]1[C@H]([C@@H](O[C@@H]1CO)N1C=NC=2C(=O)NC(N)=NC12)O.C(C)(=O)NC=1N=C2N(N=C(C=C2)C=2C(=C(C(=O)NCC3=C(C=CC(=C3)C(F)(F)F)F)C=C(C2F)F)F)C1